tris-trimethylsilyl-phosphoric acid C[Si](C)(C)OP(O[Si](C)(C)C)(O[Si](C)(C)C)=O